C(C)(C)(C)OC(=O)N1CC(CC1)CS(N)(=O)=O 3-(sulfamoylmethyl)pyrrolidine-1-carboxylic acid tert-butyl ester